8-bromo-N-(4-(4-methylpiperazin-1-yl)phenyl)quinazolin-2-amine BrC=1C=CC=C2C=NC(=NC12)NC1=CC=C(C=C1)N1CCN(CC1)C